N-ethyl-pyridine chloride salt [Cl-].C(C)N1CC=CC=C1